N[C@@H]1[C@@H](OCC12CCN(CC2)C=2N=CC(=NC2)SC2=CC1=C(B(OC1)O)C(=C2)Cl)C 5-((5-((3S,4S)-4-amino-3-methyl-2-oxa-8-azaspiro[4.5]decan-8-yl)pyrazin-2-yl)thio)-7-chlorobenzo[c][1,2]oxaborol-1(3H)-ol